tris(cyclopentadienyl)cerium (iii) C1(C=CC=C1)[Ce](C1C=CC=C1)C1C=CC=C1